O(C1=CC=CC=C1)C1=CC=C(C=C1)/C=C/C(=O)C=1C(N(C(N(C1O)C)=C)C)=O 5-[(2E)-3-(4-phenoxyphenyl)prop-2-enoyl]-6-hydroxy-1,3-dimethyl-2-methylidene-1,2,3,4-tetrahydropyrimidin-4-one